4-(4-ethyl-2-fluorophenyl)cyclohexanol C(C)C1=CC(=C(C=C1)C1CCC(CC1)O)F